7-(7-fluoro-3-(methoxymethoxy)-8-((triisopropylsilyl)ethynyl)naphthalen-1-yl)-N-methyl-2-(methylsulfinyl)-N-phenethylpyrido[4,3-d]pyrimidin-5-amine FC1=CC=C2C=C(C=C(C2=C1C#C[Si](C(C)C)(C(C)C)C(C)C)C1=CC=2N=C(N=CC2C(=N1)N(CCC1=CC=CC=C1)C)S(=O)C)OCOC